ClC=1C(=C(C(=CC1)F)C=1N=CN(C(C1)=O)[C@H]1CCC[C@H](C(NC2=CN(N=C2C=2C=CN=C1C2)C=2C=NC=NC2)=O)C)F (9R,13S)-13-[4-(3-chloro-2,6-difluorophenyl)-6-oxo-1,6-dihydropyrimidin-1-yl]-9-methyl-4-(pyrimidin-5-yl)-3,4,7,15-tetraazatricyclo[12.3.1.02,6]octadeca-1(18),2,5,14,16-pentaen-8-one